FC1(CCC(CC1)C1=CC=C(C=N1)N)F 6-(4,4-Difluorocyclohexyl)pyridin-3-amine